3-[3-Methyl-2-oxo-4-[(4-piperazin-1-yl-1-piperidyl)methyl]benzimidazol-1-yl]piperidine-2,6-dione CN1C(N(C2=C1C(=CC=C2)CN2CCC(CC2)N2CCNCC2)C2C(NC(CC2)=O)=O)=O